O1CCN(CC1)C=1C=NC(=NC1)OCCNC(OC(C)(C)C)=O tert-Butyl (2-((5-morpholinopyrimidin-2-yl)oxy)ethyl)carbamate